(2R,6S)-4-(8-bromo-3-methyl-imidazo[1,5-a]quinoxalin-1-yl)-2,6-dimethyl-morpholine BrC1=CC=C2N=CC=3N(C2=C1)C(=NC3C)N3C[C@H](O[C@H](C3)C)C